Tetrapropylammonium hydroxide [OH-].C(CC)[N+](CCC)(CCC)CCC